CC([C@@H](C(=O)N1[C@@H](C[C@H](C1)O)C(=O)NCC1=CC=C(C=C1)C1=C(N=CS1)C)NC(=O)C1CCC2(CC(C2)=O)CC1)(C)C (2S,4R)-1-((S)-3,3-dimethyl-2-(2-oxospiro[3.5]nonane-7-carboxamido)butanoyl)-4-hydroxy-N-(4-(4-methylthiazol-5-yl)benzyl)pyrrolidine-2-carboxamide